C(#N)C=1C=C(C=C(C1)OCC(F)(F)F)C1(CC1)NC(C[C@@](C)(O)C1=CC=C(C=C1)F)=O (R)-N-(1-(3-cyano-5-(2,2,2-trifluoroethoxy)phenyl)cyclopropyl)-3-(4-fluorophenyl)-3-hydroxybutanamide